trimethyl-3-phenethyl-6H-benzo[c]chromen-1-ol CC1OC=2C(=C(C(=C(C2C2=C1C=CC=C2)O)C)CCC2=CC=CC=C2)C